ClC=1C=C(C=CC1)[C@H](C(=O)N1[C@H]2CC([C@@H]([C@@H]1C(=O)N[C@H](C[C@H]1C(NCC1)=O)C#N)CC2)(F)F)O (1R,3R,4R)-2-((R)-2-(3-chlorophenyl)-2-hydroxyacetyl)-N-((R)-1-cyano-2-((S)-2-oxopyrrolidin-3-yl)ethyl)-5,5-difluoro-2-azabicyclo[2.2.2]octane-3-carboxamide